O=C1NC(CCC1N1C(C2=CC=CC(=C2C1=O)N1CCC(CC1)CCN1N=CC(=C1)C1=CC=C(C(=O)NC2=CC3=C(NC(=N3)CN3[C@H](CCC3)C)C=C2)C=C1)=O)=O 4-(1-(2-(1-(2-(2,6-dioxopiperidin-3-yl)-1,3-dioxoisoindolin-4-yl)piperidin-4-yl)ethyl)-1H-pyrazol-4-yl)-N-(2-(((S)-2-methylpyrrolidin-1-yl)methyl)-1H-benzo[d]imidazol-5-yl)benzamide